C1(CC1)C=1C(=C2C=NNC2=CC1C)C1=C(C=2N=C(N=C(C2C=N1)N1C[C@@]2(CCO2)CCC1)OCC1(CC1)CN1CC(C1)F)F (4S)-6-(7-(5-cyclopropyl-6-methyl-1H-indazol-4-yl)-8-fluoro-2-((1-((3-fluoroazetidin-1-yl)methyl)cyclopropyl)methoxy)pyrido[4,3-d]pyrimidin-4-yl)-1-oxa-6-azaspiro[3.5]nonane